ammonium zirconium carbonate Fluorine [F].C([O-])([O-])=O.[Zr+].[NH4+]